6-(1-(3-fluorocyclobutyl)-4-(4-fluorophenyl)-1H-imidazol-5-yl)imidazo[1,2-b]pyridazine-3-carboxamide FC1CC(C1)N1C=NC(=C1C=1C=CC=2N(N1)C(=CN2)C(=O)N)C2=CC=C(C=C2)F